BrC1=CC(N(C=C1F)CC1=NC=2C(=NC(=CC2)C(=O)OC)N1C[C@H]1OCC1)=C=O methyl (S)-2-((4-bromo-5-fluoro-2-carbonylpyridin-1(2H)-yl) methyl)-3-(oxetan-2-ylmethyl)-3H-imidazo[4,5-b]pyridine-5-carboxylate